(4-(3-(2,4-Difluoro-3-hydroxy-5-(trifluoromethyl)phenyl)-1-methyl-1H-pyrazolo[3,4-d]pyrimidin-6-yl)piperazin-1-yl)(pyridin-2-yl)methanone FC1=C(C=C(C(=C1O)F)C(F)(F)F)C1=NN(C2=NC(=NC=C21)N2CCN(CC2)C(=O)C2=NC=CC=C2)C